[N+](=O)([O-])C1=C(C(=C(C=C1)C)C)CO 4-nitroo-xylenemethanol